ClC1=C(C=C(C=C1)C1=CN(C(C=C1)=O)C(C)C)C[C@@H](C(=O)NC1=CC=C(C=C1)C=1N(N=CC1C)C)NC(=O)C1=NOC=C1 N-[(1S)-1-[[2-chloro-5-(1-isopropyl-6-oxo-3-pyridyl)phenyl]methyl]-2-[4-(2,4-dimethylpyrazol-3-yl)anilino]-2-oxo-ethyl]isoxazole-3-carboxamide